11β-hydroxyandrosten-3,17-dione O[C@@H]1[C@@H]2[C@]3(CCC(CC3CC[C@H]2[C@@H]2C=CC([C@@]2(C)C1)=O)=O)C